2-((2S,4R)-1-(2-Naphthoyl)-4-aminopyrrolidin-2-yl)-N-((S)-6-guanidino-1-(methylamino)-1-oxohexan-2-yl)thiazol-4-carboxamid C1=C(C=CC2=CC=CC=C12)C(=O)N1[C@@H](C[C@H](C1)N)C=1SC=C(N1)C(=O)N[C@H](C(=O)NC)CCCCNC(=N)N